ClC=1C=C(C(=NC1)OC1=CC(=CC=C1)C#N)C(=O)N[C@@H](C)C1=CC=C(C(=O)O)C=C1 4-[(1S)-1-({[5-chloro-2-(3-cyanophenoxy)pyridin-3-yl]carbonyl}amino)ethyl]benzoic acid